tert-butyl N-[(1S,3R)-3-[4-[5-(trifluoromethyl)pyrimidin-2-yl]piperazine-1-carbonyl]cyclohexyl]carbamate FC(C=1C=NC(=NC1)N1CCN(CC1)C(=O)[C@H]1C[C@H](CCC1)NC(OC(C)(C)C)=O)(F)F